6-Chloro-4-(3,3-difluoropiperidin-1-yl)-2-methylpyridazin-3(2H)-one ClC=1C=C(C(N(N1)C)=O)N1CC(CCC1)(F)F